3-((3-ethoxypyridin-2-yl)oxy)-2,2-dimethyl-N-(1-methylpiperidin-4-yl)propanamide C(C)OC=1C(=NC=CC1)OCC(C(=O)NC1CCN(CC1)C)(C)C